ClC=1C=C(C=C(C1OC=1C=C2CCN(C(C2=CC1)=O)CC1CCOCC1)Cl)N1N=C(C(NC1=O)=O)C#N (3,5-dichloro-4-((1-oxo-2-((tetrahydro-2H-pyran-4-yl)methyl)-1,2,3,4-tetrahydroisoquinolin-6-yl)oxy)phenyl)-3,5-dioxo-2,3,4,5-tetrahydro-1,2,4-triazine-6-carbonitrile